3-[2,5-Bis(propan-2-yl)thiophen-3-yl]-1-[(5,5-difluoro-1-methylpiperidin-3-yl)(1-methyl-1H-pyrazol-4-yl)sulfamoyl]urea CC(C)C=1SC(=CC1NC(NS(N(C=1C=NN(C1)C)C1CN(CC(C1)(F)F)C)(=O)=O)=O)C(C)C